pseudouridine-monophosphate P(=O)(O)(O)OC[C@@H]1[C@H]([C@H]([C@@H](O1)C1=CNC(=O)NC1=O)O)O